(1S,3S)-N1-(5-((S)-1-cyclobutylethyl)pyrazolo[1,5-a]pyrimidin-7-yl)cyclopentan-1,3-diamine C1(CCC1)[C@H](C)C1=NC=2N(C(=C1)N[C@@H]1C[C@H](CC1)N)N=CC2